C[C@H]1[C@H](N(C[C@H](O1)C)C(=O)OC(C)(C)C)CNC1=NC=C(C=C1)C(F)(F)F tert-butyl (2S,3R,6R)-2,6-dimethyl-3-(((5-(trifluoromethyl)pyridin-2-yl)amino)methyl)morpholine-4-carboxylate